5,5-dimethyl-3-hexanone CC(CC(CC)=O)(C)C